(R)-ethyl 2-(7-(4-chloro-3-(trifluoromethyl) benzoyl)-2-(isopropyl-amino)-6-methyl-4-oxo-5,6,7,8-tetrahydropyrido[3,4-d]pyrimidin-3(4H)-yl)-1-methyl-1H-imidazole-5-carboxylate ClC1=C(C=C(C(=O)N2CC=3N=C(N(C(C3C[C@H]2C)=O)C=2N(C(=CN2)C(=O)OCC)C)NC(C)C)C=C1)C(F)(F)F